6-(4-chloro-3-fluorophenyl)-3-(4-(hydroxymethyl)-3-(pyridin-4-yl)-1H-pyrazol-5-yl)-1,3-oxazinan-2-one ClC1=C(C=C(C=C1)C1CCN(C(O1)=O)C1=C(C(=NN1)C1=CC=NC=C1)CO)F